oleyl-methylethyl-ammonium ethyl-sulfate salt C(C)OS(=O)(=O)[O-].C(CCCCCCC\C=C/CCCCCCCC)[NH+](CC)C